O1C[C@@H](CC1)NC=1N=C2C(=NC1)NC=C2C2CCN(CC2)C(=O)C2=CC=C(C=C2)OC(F)(F)F |r| (rac)-[4-[2-(tetrahydrofuran-3-ylamino)-5H-pyrrolo[2,3-b]pyrazin-7-yl]-1-piperidyl]-[4-(trifluoromethoxy)phenyl]methanone